5-(N-(2-(4-(3-Bromothiophene-2-carbonyl)piperazin-1-yl)phenyl)-N-(2-(thiophen-2-yl)ethyl)sulfamoyl)-3-methylbenzothiophene-2-carboxylic acid BrC1=C(SC=C1)C(=O)N1CCN(CC1)C1=C(C=CC=C1)N(S(=O)(=O)C=1C=CC2=C(C(=C(S2)C(=O)O)C)C1)CCC=1SC=CC1